1-(2-hydroxyethyl)-2,3,3-trimethyl-3H-indol-1-ium OCC[N+]1=C(C(C2=CC=CC=C12)(C)C)C